C(C)OC(C(F)(F)C1=[N+](C=CC(=C1)OC)[O-])=O 2-(2-ethoxy-1,1-difluoro-2-oxoethyl)-4-methoxypyridine-1-oxide